Carboxy Sulfon C(=O)(O)S(=O)(=O)C(=O)O